C(=O)(O)C=1C=C(OC2=CC=C(C=C2)C2=CC=C(C=C2)OC2=CC(=CC=C2)C(=O)O)C=CC1 4,4'-bis(3-carboxyphenoxy)biphenyl